2-chloro-8-(difluoromethoxy)-4-methyl-1,5-naphthyridine ClC1=NC2=C(C=CN=C2C(=C1)C)OC(F)F